2-[5-(1,2,3,6-tetrahydropyridin-2-yl)-3-pyridinyl]-2,5-diazabicyclo[2.2.1]Heptane N1C(CC=CC1)C=1C=C(C=NC1)N1C2CNC(C1)C2